N-((1s,3s)-adamantan-1-yl)-7-((3-(2,6-dioxopiperidin-3-yl)-2-methyl-4-oxo-3,4-dihydroquinazolin-5-yl)amino)heptanamide C12(CC3CC(CC(C1)C3)C2)NC(CCCCCCNC2=C3C(N(C(=NC3=CC=C2)C)C2C(NC(CC2)=O)=O)=O)=O